BrCCCC(=O)N(C=1N=NC(=CC1OC)Cl)C(CCCBr)=O 4-bromo-N-(4-bromobutanoyl)-N-(6-chloro-4-methoxy-pyridazin-3-yl)butanamide